C(C)(C)OC(CCC1=C(C=CC=C1)OCCC(C#C[Si](C)(C)C)O)=O 3-(2-((3-hydroxy-5-(trimethylsilyl)pent-4-yn-1-yl)oxy)phenyl)propanoic acid isopropyl ester